NCC(O)(C1CC1)C1=CC(=C(C(=N1)Cl)F)C(C)(C)O 2-{6-[(-)-2-amino-1-cyclopropyl-1-hydroxyethyl]-2-chloro-3-fluoropyridin-4-yl}propan-2-ol